1-[4-(tertiary butyl)-phenyl]-2-{4-[4-(1-phenylbenzo[d]imidazole-2-yl)phenyl]phenyl}phenanthro[10,9-d]imidazole C(C)(C)(C)C1=CC=C(C=C1)N1C(=NC2=C1C=1C=CC=CC1C=1C=CC=CC12)C1=CC=C(C=C1)C1=CC=C(C=C1)C1=NC2=C(N1C1=CC=CC=C1)C=CC=C2